ClC=1C=CC(=C(C1)C1=CC=C2C(=CN=NC2=C1)NCC1=C(C=C(C=C1)OC)OC)OC(C(F)(F)F)F 7-[5-CHLORO-2-(1,2,2,2-TETRAFLUOROETHOXY)PHENYL]-N-[(2,4-DIMETHOXYPHENYL)METHYL]CINNOLIN-4-AMINE